FC=1C(=NC=C(C1)O)C=1C=NN(C1NC(O[C@H](C)C=1C(=NC=CC1)Cl)=O)C (R)-1-(2-chloropyridin-3-yl)ethyl (4-(3-fluoro-5-hydroxypyridin-2-yl)-1-methyl-1H-pyrazol-5-yl)carbamate